(R)-1-(1-(3-chloro-4-methoxybenzyl)-1H-benzo[d]imidazol-2-yl)piperidin-3-amine ClC=1C=C(CN2C(=NC3=C2C=CC=C3)N3C[C@@H](CCC3)N)C=CC1OC